CC1=C(C=C(C=C1)C12CN(CC2C1)C(=O)C1CC2(C1)NC(OC2)=O)C(F)(F)F (rac)-(2s,4s)-2-(1-(4-methyl-3-(trifluoromethyl)phenyl)-3-azabicyclo[3.1.0]hexane-3-carbonyl)-7-oxa-5-azaspiro[3.4]octan-6-one